C1(CC1)N(C1=C(C(=NC=N1)NCC=1C=CC(=NC1)CC(=O)N)F)CC1=CC=C(C=C1)C(F)(F)F 2-[5-[[[6-[cyclopropyl-[[4-(trifluoromethyl)phenyl]methyl]amino]-5-fluoro-pyrimidin-4-yl]amino]methyl]-2-pyridyl]acetamide